1-(7-morpholino-2-(pyridin-4-yl)pyrazolo[1,5-a]pyrimidin-5-yl)-1,4,5,7-tetrahydropyrano[3,4-c]pyrazole O1CCN(CC1)C1=CC(=NC=2N1N=C(C2)C2=CC=NC=C2)N2N=CC1=C2COCC1